2-((1-(4-fluorophenyl)-4-oxo-4,5-dihydro-1H-pyrazolo[3,4-d]pyrimidin-6-yl)thio)acetic acid FC1=CC=C(C=C1)N1N=CC2=C1N=C(NC2=O)SCC(=O)O